methyl (6S,7S)-7-({[1,1'-biphenyl]-3-yl}methyl)-2-oxo-3-oxa-1,8-diazaspiro[5.5]undecane-8-carboxylate C1(=CC(=CC=C1)C[C@H]1[C@@]2(CCOC(N2)=O)CCCN1C(=O)OC)C1=CC=CC=C1